tert-butyl (2R,4R)-4-methoxy-2-[[2-(2-oxa-7-azaspiro[3.4]octan-7-yl)-2-oxo-1-(3-pyridyl)ethyl]-[4-(pentafluoro-λ6-sulfanyl)phenyl]carbamoyl]pyrrolidine-1-carboxylate CO[C@@H]1C[C@@H](N(C1)C(=O)OC(C)(C)C)C(N(C1=CC=C(C=C1)S(F)(F)(F)(F)F)C(C(=O)N1CCC2(COC2)C1)C=1C=NC=CC1)=O